CC(=CC(=O)C=C(C)C)C dimethylvinyl ketone